C(C)OC(C1=CC(=CC=C1)N1C(=C2C(N(N=CC2=C1C)C1=NC=CC=C1)=O)C)=O 3-(5,7-dimethyl-1-oxo-2-(pyridin-2-yl)-1H-pyrrolo[3,4-d]pyridazin-6(2H)-yl)benzoic acid ethyl ester